N-Boc-aminopiperidone C(=O)(OC(C)(C)C)N1C(C(CCC1)N)=O